5-chloro-N-((1s,2r)-2-fluorocyclopropyl)-8-p-methoxybenzyl-7,8-dihydro-6H-pyrazolo[1,5-a]pyrrolo[3,2-e]pyrimidine-3-carboxamide ClC1=NC=2N(C3=C1CCN3CC3=CC=C(C=C3)OC)N=CC2C(=O)N[C@@H]2[C@@H](C2)F